C(CCC)CC(CC(=O)[O-])=O.C(CCC)CC(CC(=O)[O-])=O.C(C)(C)O[Ti+2]OC(C)C diisopropoxytitanium bis(butylacetoacetate)